C(C1=CC=CC=C1)OC(=O)N1CCC(CC1)CC(OC)OC.C(C)C(C(C)=O)C\C=C(/C)\CCC=C(C)CCC=C(C)C E-ethyl-farnesyl-acetone benzyl-4-(2,2-dimethoxyethyl)piperidine-1-carboxylate